C(C1=CC=CC=C1)OC1=C(C(=C(C(=O)O)C(=C1)O)C)C 4-(benzyloxy)-6-hydroxy-2,3-dimethylbenzoic acid